O1CC(CC1)S(=O)[O-].[Na+] sodium oxolane-3-sulfinate